1-(5-(3-methylimidazo[1,2-a]pyrimidin-6-yl)pyrrolo[2,1-f][1,2,4]triazin-2-yl)cyclobutane-1,3-diamine CC1=CN=C2N1C=C(C=N2)C=2C=CN1N=C(N=CC12)C1(CC(C1)N)N